(difluoro(2-(((3S,6S,9aS)-3-(3-morpholino-azetidine-1-carbonyl)-5-oxooctahydro-1H-pyrrolo[1,2-a]azepin-6-yl)carbamoyl)benzo[b]thiophen-5-yl)methyl)phosphonic acid FC(C1=CC2=C(SC(=C2)C(N[C@H]2CCC[C@@H]3N(C2=O)[C@@H](CC3)C(=O)N3CC(C3)N3CCOCC3)=O)C=C1)(F)P(O)(O)=O